CN(C1(CNCC1)C)C N,N,3-trimethylpyrrolidin-3-amine